C(C)(C)(C)C1=C(N=C(S1)NC=1N(C=2C(=NC=C(C2Cl)OC2=CC=3N(N=C2)C=CN3)N1)C)[C@@H]1COCC1 (R)-5-(tert-butyl)-N-(7-chloro-6-(imidazo[1,2-b]pyridazin-7-yloxy)-1-methyl-1H-imidazo[4,5-b]pyridin-2-yl)-4-(tetrahydrofuran-3-yl)thiazol-2-amine